n-nonyltitanium chloride [Cl-].C(CCCCCCCC)[Ti+3].[Cl-].[Cl-]